IC=1N=C(N2C1N=CC=C2)C2=CC=C(C=C2)C(F)(F)F 8-iodo-6-(4-(trifluoromethyl)phenyl)imidazo[1,5-a]pyrimidine